2-(((Z)-3-((5-(tert-butyl)-1H-imidazol-4-yl)methylene)-6-((Z)-3-hydroxybenzylidene)-2,5-dioxopiperazin-1-yl)methyl)acrylic acid C(C)(C)(C)C1=C(N=CN1)\C=C/1\C(N(\C(\C(N1)=O)=C/C1=CC(=CC=C1)O)CC(C(=O)O)=C)=O